C(N)(=O)C=1N(C2=CC(=CC=C2C1)OC(F)(F)F)C1=CC=CC(=N1)C1(CC1)CC(=O)O trans-(rac)-2-(1-(6-(2-carbamoyl-6-(trifluoromethoxy)-1H-indol-1-yl)pyridin-2-yl)cyclopropyl)acetic acid